N1(C=NC=C1)C1=NC=C(C=C1)[N+](=O)[O-] 2-(1H-imidazol-1-yl)-5-nitropyridine